tert-Butyl (1-formyl-2-oxabicyclo[2.2.2]oct-4-yl)carbamate C(=O)C12OCC(CC1)(CC2)NC(OC(C)(C)C)=O